CN1N=CC=2C(=NC(=CC21)C(=O)N)C=2N(C=C(N2)C2=CC(=NN2CC2COC2)C)C 1-methyl-4-(1-methyl-4-{3-methyl-1-[(oxetan-3-yl)methyl]-1H-pyrazol-5-yl}-1H-imidazol-2-yl)-1H-pyrazolo[4,3-c]pyridine-6-carboxamide